[Cl-].O(C1=CC=CC=C1)CCCCCCC1=CC2=C(N=C(O2)NC[C@@H]2C[NH2+]CC2)C=C1 (R)-3-(((6-(6-phenoxyhexyl)benzo[d]oxazol-2-yl)amino)methyl)pyrrolidin-1-ium chloride